2-(1-(3-chlorobenzoyl)piperidin-3-yl)-5-hydroxy-N-(isoxazol-4-yl)-1-methyl-6-oxo-1,6-dihydropyrimidine-4-carboxamide ClC=1C=C(C(=O)N2CC(CCC2)C=2N(C(C(=C(N2)C(=O)NC=2C=NOC2)O)=O)C)C=CC1